N-((4R,5S)-4-(3-((1,1-dioxidoisothiazol-2(3H)-yl)methyl)phenyl)-7-ethyl-6-oxo-1-phenyl-4,5,6,7-tetrahydro-1H-pyrazolo[3,4-b]pyridin-5-yl)-4-(trifluoromethyl)pyrimidine-2-carboxamide O=S1(N(CC=C1)CC=1C=C(C=CC1)[C@@H]1C2=C(N(C([C@H]1NC(=O)C1=NC=CC(=N1)C(F)(F)F)=O)CC)N(N=C2)C2=CC=CC=C2)=O